(1R,9R)-6-(2-chloro-3-fluoro-5-hydroxyphenyl)-10,10-dimethyl-4-(2-(2-propenoyl)-2,6-diazaspiro[3.4]octan-6-yl)-3-azatricyclo[7.1.1.02,7]undeca-2,4,6-triene-5-carbonitrile ClC1=C(C=C(C=C1F)O)C=1C(=C(N=C2[C@H]3C([C@@H](CC12)C3)(C)C)N3CC1(CN(C1)C(C=C)=O)CC3)C#N